4-(2-bromo-5-tosyl-5H-pyrrolo[2,3-b]pyrazin-7-yl)-N-(3-methoxypropyl)-N-methylbenzamide BrC=1N=C2C(=NC1)N(C=C2C2=CC=C(C(=O)N(C)CCCOC)C=C2)S(=O)(=O)C2=CC=C(C)C=C2